N-(6-(1,4-diazepan-1-yl)-2,2-dimethyl-2,3-dihydrobenzofuran-5-yl)pyrazolo[1,5-a]pyrimidine-3-carboxamide N1(CCNCCC1)C1=CC2=C(CC(O2)(C)C)C=C1NC(=O)C=1C=NN2C1N=CC=C2